C(=O)O.C(#N)COC1=C(C(=C(C=C1)C1=CN=C2N1C=CN=C2NC2=CC(=C(C(=O)NCCNC(=O)[C@H]1NC[C@@](C1)(C)O)C=C2)C)F)F (2S,4S)-N-[2-[[4-[[3-[4-(cyanomethoxy)-2,3-difluoro-phenyl]imidazo[1,2-a]pyrazin-8-yl]amino]-2-methyl-benzoyl]amino]ethyl]-4-hydroxy-4-methyl-pyrrolidine-2-carboxamide formate